[rac-(5S,7S)-7-Fluoro-5-phenyl-6,7-dihydro-5H-pyrrolo[1,2-b][1,2,4]triazol-2-yl]-[rac-(2S)-2-(trifluoromethyl)pyrrolidin-1-yl]methanon F[C@H]1C[C@H](N2N=C(N=C21)C(=O)N2[C@@H](CCC2)C(F)(F)F)C2=CC=CC=C2 |r|